C(C1=CC=CC=C1)(C1=CC=CC=C1)(C1=CC=CC=C1)OCCCCCCCCCCCP(OCC)(OCC)=O diethyl (11-(trityloxy)undecyl)phosphonate